Cl.Cl.ClC=1C=C(C=CC1)N1CCN(CC1)CC[C@@H]1N(C(C2(C1)CCNCC2)=O)C (R)-3-(2-(4-(3-chlorophenyl)piperazin-1-yl)ethyl)-2-methyl-2,8-diazaspiro[4.5]decan-1-one dihydrochloride